O[C@H]1C[C@H](CCC1)C(=O)OC(C)C isopropyl (1S,3R)-3-hydroxycyclohexane-1-carboxylate